n-amyl mercaptan CCCCCS